N-(2-methoxyethyl)-N-(3-phenylbut-3-en-1-yl)aniline COCCN(C1=CC=CC=C1)CCC(=C)C1=CC=CC=C1